(S)-tert-butyl 3-((R)-1-hydroxy-2-(2-(pyridin-3-ylamino)isonicotinamido)ethyl)-7-(methoxymethoxy)-3,4-dihydroisoquinoline-2(1H)-carboxylate O[C@H](CNC(C1=CC(=NC=C1)NC=1C=NC=CC1)=O)[C@H]1N(CC2=CC(=CC=C2C1)OCOC)C(=O)OC(C)(C)C